(S)-4-bromo-2,3-bis-bromo-2-fluoro-N-(1,1,1-trifluorobut-2-yl)benzenesulfonamide BrC1=C(C([C@H](C=C1)S(=O)(=O)NC(C(F)(F)F)CC)(F)Br)Br